(R/S)-mandelic acid C([C@H](O)C1=CC=CC=C1)(=O)O |r|